1-(4-((4-((4-((2-(1,1-dioxidothiomorpholino)pyridin-4-yl)oxy)-2-fluorophenyl)amino)-7-methoxyquinazolin-6-yl)amino)piperidin-1-yl)prop-2-en-1-one O=S1(CCN(CC1)C1=NC=CC(=C1)OC1=CC(=C(C=C1)NC1=NC=NC2=CC(=C(C=C12)NC1CCN(CC1)C(C=C)=O)OC)F)=O